O1CCOC2=C1C=CC=C2C2=NC(=NC=N2)NC=2C=C(C=CC2)CS(=O)(C)=NC(OCC)=O ethyl {[(3-{[4-(2,3-dihydro-1,4-benzodioxin-5-yl)-1,3,5-triazin-2-yl]amino}phenyl)methyl](methyl)oxo-λ6-sulfanylidene}carbamate